Cl.Cl.FC(C1=CC=C2C(=CC=NC2=C1)SCCCCCOC=1C(C=C(OC1)CN1CCOCC1)=O)(F)F 5-(5-(7-(Trifluoromethyl)quinolin-4-ylthio)pentyloxy)-2-(morpholinomethyl)-4H-pyran-4-one dihydrochloride